6-amino-8-chloro-4-((5,6-difluoropyridin-3-yl)amino)quinoline-3-carbonitrile NC=1C=C2C(=C(C=NC2=C(C1)Cl)C#N)NC=1C=NC(=C(C1)F)F